1-(4Z,7Z,10Z,13Z,16Z,19Z-docosahexaenoyl)-2-(5Z,8Z,11Z,14Z-eicosatetraenoyl)-glycero-3-phosphocholine CCCCC/C=C\C/C=C\C/C=C\C/C=C\CCCC(=O)O[C@H](COC(=O)CC/C=C\C/C=C\C/C=C\C/C=C\C/C=C\C/C=C\CC)COP(=O)([O-])OCC[N+](C)(C)C